NC=1SC2=C(N1)C=CC(=C2)C2=NN(C(=C2)CC2=CC=CC=C2)CC2=CC=C(C(=O)NO)C=C2 4-{[3-(2-aminobenzo[d]thiazol-6-yl)-5-benzyl-1H-pyrazol-1-yl]methyl}-N-hydroxybenzamide